FC1=C(OCC=2C=CC3=C(C(=C(O3)C)C(=O)OCC)C2)C=CC=C1 ethyl 5-((2-fluorophenoxy)methyl)-2-methylbenzofuran-3-carboxylate